ClC1=C(N=C(C=2C(N3[C@@H](COC21)CNCC3)=O)N3C(CC(C3)O)(C)C)C3=C(C=CC=C3F)Cl (6aR)-4-chloro-3-(2-chloro-6-fluoro-phenyl)-1-(4-hydroxy-2,2-dimethylpyrrolidin-1-yl)-12-oxo-6a,7,9,10-tetrahydro-6H-pyrazino[2,1-c]Pyrido[3,4-f][1,4]Oxazepine